N1CC(C1)N1N=CC(=C1)C=1OC2=C(C=C(C=C2C(C1C)=O)C)[C@@H](C)NC=1C(=NC(=CC1)Cl)C1=NOC(N1)=O 3-[3-[[(1R)-1-[2-[1-(Azetidin-3-yl)pyrazol-4-yl]-3,6-dimethyl-4-oxo-chromen-8-yl]ethyl]amino]-6-chloro-2-pyridyl]-4H-1,2,4-oxadiazol-5-one